The molecule is a member of the class of naphthoic acids that is 1-naphthoic acid substituted at positions 2 and 7 by hydroxy groups and at position 5 by a methyl group. It has a role as a bacterial metabolite. It is a naphthoic acid and a member of naphthalenediols. It is a conjugate acid of a 2,7-dihydroxy-5-methyl-1-naphthoate. CC1=CC(=CC2=C1C=CC(=C2C(=O)O)O)O